3-(1-(4-Fluorophenyl)azepan-2-yl)-1-phenyl-1H-pyrrole-2,5-dione FC1=CC=C(C=C1)N1C(CCCCC1)C=1C(N(C(C1)=O)C1=CC=CC=C1)=O